3-(2,6-dioxopiperidin-3-yl)phenyl sulfurofluoridate S(OC1=CC(=CC=C1)C1C(NC(CC1)=O)=O)(=O)(=O)F